N-(3-(4-chloro-3-(trifluoromethyl)phenyl)-2-hydroxypropyl)-2-((S)-2,2-dimethylcyclopropane-1-carbonyl)-6-(thiazole-5-carbonyl)-2,6-diazaspiro[3.4]octane-8-carboxamide ClC1=C(C=C(C=C1)CC(CNC(=O)C1CN(CC12CN(C2)C(=O)[C@@H]2C(C2)(C)C)C(=O)C2=CN=CS2)O)C(F)(F)F